N-(6-chloro-3-methyl-1-(3-(1-methyl-1H-indol-5-yl)prop-2-yn-1-yl)-2,4-dioxo-1,2,3,4-tetrahydropyrimidin-5-yl)-3-(p-tolyl)propanamide ClC1=C(C(N(C(N1CC#CC=1C=C2C=CN(C2=CC1)C)=O)C)=O)NC(CCC1=CC=C(C=C1)C)=O